CC1=CC=C(C=C1)S(=O)(=O)OC=1N=C(N(C(C1)=O)C1=C(C(=CC=C1)C(F)(F)F)Cl)C 1-[2-chloro-3-(trifluoromethyl)phenyl]-2-methyl-6-oxo-1,6-dihydropyrimidin-4-yl 4-methylbenzene-1-sulfonate